The molecule is a methyl-branched fatty acid consisting of tridecanoic acid having methyl substituents at positions 4, 8 and 12. It is a long-chain fatty acid and a methyl-branched fatty acid. CC(C)CCCC(C)CCCC(C)CCC(=O)O